C1(C=CCCC1)OC1=CC=C(C=C1)C1=CC=CN2C1=NS(CC2)(=O)=O 9-[4-(cyclohex-2-en-1-yloxy)phenyl]-3,4-dihydropyrido[2,1-c][1,2,4]thiadiazine 2,2-dioxide